naphthyl-azonaphthalene C1(=CC=CC2=CC=CC=C12)C1=C(C2=CC=CC=C2C=C1)N=NC1=CC=CC2=CC=CC=C12